C1(CC1)C([C@@H](C(=O)NC1=C(C=C(C=C1)[C@@H](C(NCC(F)(F)F)=O)C)F)NC(=O)C1=CC=NN1C(C)C)C1CC1 N-((S)-1,1-dicyclopropyl-3-((2-fluoro-4-((S)-1-oxo-1-((2,2,2-trifluoroethyl)amino)propan-2-yl)phenyl)amino)-3-oxopropan-2-yl)-1-isopropyl-1H-pyrazole-5-carboxamide